2-(octyl)-4[3H]quinazolinone C(CCCCCCC)C1=NC2=CC=CC=C2C(N1)=O